C(#N)C=1C(=NC=C(C(=O)OC)C1)O methyl 5-cyano-6-hydroxynicotinate